2-(4-methoxyphenoxy)acetyl chloride COC1=CC=C(OCC(=O)Cl)C=C1